NC1=C2N=CN(C2=NC=N1)C[C@@H](C)OCP(OCCCOCCCCCCCCCCC#CC1=C(C=C(C=C1F)F)F)(O)=O 3-((12-(2,4,6-trifluorophenyl)dodec-11-yn-1-yl)oxy)propyl hydrogen ((((R)-1-(6-amino-9H-purin-9-yl)propan-2-yl)oxy)methyl)phosphonate